4-((7-chloro-4-oxo-2,3,4,5-tetrahydro-1H-benzo[b][1,4]diazepin-1-yl)methyl)-N-hydroxybenzoamide ClC1=CC2=C(N(CCC(N2)=O)CC2=CC=C(C(=O)NO)C=C2)C=C1